C(=O)OCCCCCCCCCCCCCCCCCCCCCC behenyl formate